4-((5-(2-((6-amino-3-fluoropyridin-2-yl) methoxy) ethyl)-2-methoxy-3-(1-methyl-1H-pyrazol-3-yl) phenyl) amino)-6-chloro-N-methylpyridazine-3-carbamate NC1=CC=C(C(=N1)COCCC=1C=C(C(=C(C1)NC1=C(N=NC(=C1)Cl)N(C(=O)[O-])C)OC)C1=NN(C=C1)C)F